(2S,3R)-2-hydroxymethylpiperidine-3-formamide OC[C@H]1NCCC[C@H]1C(=O)N